C(C=C)(=O)OCCCCCC[Si](Cl)(Cl)Cl acryloxyhexyl-trichlorosilane